methyl 1-((6-bromo-5-methylpyridin-3-yl)methyl)piperidine-4-carboxylate BrC1=C(C=C(C=N1)CN1CCC(CC1)C(=O)OC)C